trimethylolpropaneAt C(O)C(CC(=O)[O-])(CO)CO